N,N-dioctadecyl-tolylammonium [tetra(perfluorophenyl) borate] FC1=C(C(=C(C(=C1F)F)F)F)[B-](C1=C(C(=C(C(=C1F)F)F)F)F)(C1=C(C(=C(C(=C1F)F)F)F)F)C1=C(C(=C(C(=C1F)F)F)F)F.C(CCCCCCCCCCCCCCCCC)[NH+](CCCCCCCCCCCCCCCCCC)C1=C(C=CC=C1)C